dimethylaluminum C[Al]C